FC1(CC(C1)(CC1=NN=CN1C)C=1C=C(N)C=CC1)F 3-(3,3-difluoro-1-((4-methyl-4H-1,2,4-triazol-3-yl)methyl)cyclobutyl)aniline